ClC=1C=C(C=CC1)C1=NC(=NC(=N1)C1=CC=CC=C1)C=1C=C(C=C(C1)C1=C(C=CC=C1)N1C(=NC2=C1C=CC=C2)CC)C2=CC=CC=C2 1-(5'-(4-(3-chlorophenyl)-6-phenyl-1,3,5-triazin-2-yl)-[1,1':3',1''-terphenyl]-2-yl)-2-ethyl-1H-benzo[d]imidazole